tert-Butyl (2R,5S)-4-(6-chloro-1-(2,6-diisopropylphenyl)-7-(2-fluorophenyl)-2-oxo-1,2-dihydropyrido[2,3-d]pyrimidin-4-yl)-2,5-dimethylpiperazine-1-carboxylate ClC1=CC2=C(N(C(N=C2N2C[C@H](N(C[C@@H]2C)C(=O)OC(C)(C)C)C)=O)C2=C(C=CC=C2C(C)C)C(C)C)N=C1C1=C(C=CC=C1)F